4-bromo-3-chloro-N-(4,4-dimethylcyclohexyl)benzenesulfonamide BrC1=C(C=C(C=C1)S(=O)(=O)NC1CCC(CC1)(C)C)Cl